C1(CCCCC1)NCCC[Si](O[Si](C)(C)C)(O[Si](C)(C)C)O[Si](C)(C)C N-cyclohexyl-3-aminopropyl-tri(trimethylsiloxy)silane